5-ethyltetradecane C(C)C(CCCC)CCCCCCCCC